FC1CN(C1)CC1=CC=CN=N1 6-((3-fluoroazetidin-1-yl)methyl)pyridazine